3,4-dihydro-1H-2,7-naphthyridine C1NCCC2=CC=NC=C12